2-(chloromethyl)-5-(4-methoxyphenyl)-1,3,4-thiadiazole ClCC=1SC(=NN1)C1=CC=C(C=C1)OC